C1(=CC=C2C=CC3=CC=CC4=CC=C1C2=C34)CCCCN3CCN(CCCN(CCN(CCC3)C(=O)OC(C)(C)C)C(=O)OC(C)(C)C)C(=O)OC(C)(C)C tri-tert-butyl 11-(4-(pyren-1-yl)butyl)-1,4,8,11-tetraazacyclotetradecane-1,4,8-tricarboxylate